dibutyl phosphorothioate (dibutylthiophosphate) C(CCC)S(=P(O)(O)O)CCCC.P(OCCCC)(OCCCC)(O)=S